2-diphenylphosphanyl-benzoic acid methyl ester COC(C1=C(C=CC=C1)P(C1=CC=CC=C1)C1=CC=CC=C1)=O